palladium (II) trifluoroborate B(F)(F)F.[Pd+2]